C[Si]([N-][Si](C)(C)C)(C)C.[Li+] Lithium HexaMethylDiSilazide